C(C)(C)NCCNC(C)C N1,N2-di-iso-propylethane-1,2-diamine